2-(methylamino)ethyl 2-(3,5-dichlorophenyl)benzo[d]oxazole-6-carboxylate hydrochloride Cl.ClC=1C=C(C=C(C1)Cl)C=1OC2=C(N1)C=CC(=C2)C(=O)OCCNC